7-((4-(2-methyl-6-(methylcarbamoyl)quinoxal-3-yl)piperazin-1-yl)methyl)-2-chloro-9-fluoropyrazolo[1,5-a]quinoxaline-4(5H)-one CC1=NC2=CC=C(C=C2N=C1N1CCN(CC1)CC=1C=C2NC(C=3N(C2=C(C1)F)N=C(C3)Cl)=O)C(NC)=O